4-[8-(3,3-difluorocyclobutyl)-2-[4-[2-(dimethylamino)ethoxy]anilino]-7-oxo-pyrido[2,3-d]pyrimidin-6-yl]-8-methyl-2,3-dihydroquinoxaline-1-carboxylic acid tert-butyl ester C(C)(C)(C)OC(=O)N1CCN(C2=CC=CC(=C12)C)C1=CC2=C(N=C(N=C2)NC2=CC=C(C=C2)OCCN(C)C)N(C1=O)C1CC(C1)(F)F